tert-butyl ((3-chloro-7,8-dihydro-2H-1,6,9-trioxa-9a-borabenzo[cd]azulen-2-yl)methyl)carbamate ClC1=CC=C2C3=C1C(OB3OCCO2)CNC(OC(C)(C)C)=O